4-(2-(4-((6-((4-cyano-2-fluorobenzyl)oxy)pyridin-2-yl)oxy)piperidin-1-yl)acetamido)-3-(((1-ethyl-1H-imidazol-5-yl)methyl)amino)benzoic acid Methyl ester COC(C1=CC(=C(C=C1)NC(CN1CCC(CC1)OC1=NC(=CC=C1)OCC1=C(C=C(C=C1)C#N)F)=O)NCC1=CN=CN1CC)=O